[Na+].[Na+].SC1=NN=NN1CS(=O)(=O)[O-].SC1=NN=NN1CS(=O)(=O)[O-] 5-mercaptotetrazole-1-methanesulfonic acid disodium salt